3-methyl-4-[1-(pyrimidin-5-ylmethyl)benzoimidazol-2-yl]-1,2,5-oxadiazole CC1=NON=C1C1=NC2=C(N1CC=1C=NC=NC1)C=CC=C2